((tetrahydrofuran-3-yl)methyl)-2-((6-(trifluoromethoxy)benzo[d]oxazol-2-yl)amino)-1H-benzo[d]imidazole-5-carboxamide O1CC(CC1)CN1C(=NC2=C1C=CC(=C2)C(=O)N)NC=2OC1=C(N2)C=CC(=C1)OC(F)(F)F